BrCC(COCC1=CC(=CC=C1)C)=O 1-bromo-3-((3-methylbenzyl)oxy)propan-2-one